OC1CN(C1)C(=O)O[C@@H]1CC[C@H](CC1)C(N(C[C@@H]1CC[C@H](CC1)C1=CC(=C(C=C1)OC)C)C1=NC=CC(=C1)C1=CN=C(S1)CC)=O trans-4-((4-(2-Ethylthiazol-5-yl)pyridin-2-yl)((trans-4-(4-methoxy-3-methylphenyl) cyclohexyl)methyl) carbamoyl)cyclohexyl 3-hydroxyazetidine-1-carboxylate